C[C@H]1CC[C@@H](N(C1)C(=O)OC(C)(C)C)C1=CC=C(C=C1)N1CC2(CN(C2)C)CCC1 |r| rac-tert-butyl (2R,5S)-5-methyl-2-[4-(2-methyl-2,6-diazaspiro[3.5]nonan-6-yl)phenyl]piperidine-1-carboxylate